ClC(OC1=CC=C(C=C1)NC(=O)C1=CN(C(C=C1)=O)[C@H]1CN(CC1)C)(F)F N-[4-[Chloro(difluoro)methoxy]phenyl]-1-[(3R)-1-methylpyrrolidin-3-yl]-6-oxo-pyridine-3-carboxamide